C(=O)(O)[C@H](CC=1N(C=NC1)C(C=1C(=C(C(=C(C1[2H])Cl)[2H])Cl)[2H])([2H])[2H])N[C@](C(=O)O)(C(C(C([2H])[2H])(C([2H])([2H])[2H])[2H])([2H])[2H])[2H] 2(S)-{1(S)-Carboxy-2-[3-(3,5-dichloro-benzyl-d5)-3H-imidazol-4-yl]-ethylamino}-4-(methyl-d3)-pentanoic acid-d6